5-(1-Hydroxycyclopropyl)-N-((1R,3r,5S)-8-(((1-methylpiperidin-4-yl)methyl)sulfonyl)-8-azabicyclo[3.2.1]octan-3-yl)isoxazole-3-carboxamide OC1(CC1)C1=CC(=NO1)C(=O)NC1C[C@H]2CC[C@@H](C1)N2S(=O)(=O)CC2CCN(CC2)C